methyl (Z)-4-((2S,5S)-5-(4-chlorobenzyl)-2-methyl-morpholino)-N-cyanopiperidine-1-carbimidothioate ClC1=CC=C(C[C@@H]2N(C[C@@H](OC2)C)C2CCN(CC2)/C(=N/C#N)/SC)C=C1